7-chloro-5-methyl-4-oxo-1-[4-(pyridin-3-yl)-1,3-thiazol-2-yl]-1,4-dihydro-1,8-naphthyridine-3-carboxylic acid ethyl ester C(C)OC(=O)C1=CN(C2=NC(=CC(=C2C1=O)C)Cl)C=1SC=C(N1)C=1C=NC=CC1